NC1=NC=NC=2C=3C(CC(C12)(C)C)=C(C(=CC3)O[C@@H]3CC[C@H](CC3)NC(=O)OC(C)(C)C)C(=O)OC methyl 4-amino-8-[trans-4-(tert-butoxycarbonylamino)cyclohexoxy]-5,5-dimethyl-6H-benzo[h]quinazoline-7-carboxylate